(R)-tert-butyl (2-((2-(N,N-bis(4-methoxybenzyl)sulfamoyl)-4-iodo-3-(2-(4-methoxybenzyl)-2H-tetrazol-5-yl)phenyl)thio)-3-((tert-butyldimethylsilyl) oxy)propyl)carbamate COC1=CC=C(CN(S(=O)(=O)C2=C(C=CC(=C2C=2N=NN(N2)CC2=CC=C(C=C2)OC)I)S[C@H](CNC(OC(C)(C)C)=O)CO[Si](C)(C)C(C)(C)C)CC2=CC=C(C=C2)OC)C=C1